C1(=CC=CC=C1)PC1=C2C(SC=C2)=C(C=2SC=CC21)PC2=CC=CC=C2 4,8-diphenylphosphino-benzo[1,2-b:5,4-b']Dithiophene